1H-indazole-3-formamide hydrochloride Cl.N1N=C(C2=CC=CC=C12)C(=O)N